[Li].C1(=CC=CC=C1)PC1=CC2=CC=CC=C2C=C1 phenyl-(2-naphthyl)phosphine lithium